Methyl 2-(6-(difluoromethyl)-5-fluoro-3-methoxypyridin-2-yl)-4-(methyl-d3)benzoate FC(C1=C(C=C(C(=N1)C1=C(C(=O)OC)C=CC(=C1)C([2H])([2H])[2H])OC)F)F